CC(CC(=O)OCC)(C=O)C ethyl 3,3-dimethyl-4-oxo-butanoate